[O-]CCC.[Zr+4].[O-]CCC.[O-]CCC.[O-]CCC zirconium (iv) propoxide